N-(6-(1,6-diazaspiro[3.3]heptan-6-yl)pyrido[3,2-d]pyrimidin-4-yl)-7-fluorobenzo[d]isothiazol-6-amine N1CCC12CN(C2)C=2C=CC=1N=CN=C(C1N2)NC2=C(C1=C(C=NS1)C=C2)F